(E)-N,N-dimethyl-5-oxo-6-(2-(1-trityl-1H-imidazol-4-yl)benzylidene)-5,6,7,8-tetrahydronaphthalene-2-carboxamide CN(C(=O)C1=CC=2CC\C(\C(C2C=C1)=O)=C/C1=C(C=CC=C1)C=1N=CN(C1)C(C1=CC=CC=C1)(C1=CC=CC=C1)C1=CC=CC=C1)C